N-cyclobutyl-4-((3,4-dioxo-2-((2,6,6-trimethyl-4,5,6,7-tetrahydrobenzo[d]thiazol-7-yl)amino)cyclobut-1-en-1-yl)amino)-3-hydroxy-N-methylpicolinamide C1(CCC1)N(C(C1=NC=CC(=C1O)NC1=C(C(C1=O)=O)NC1C(CCC=2N=C(SC21)C)(C)C)=O)C